3-(2-methyl-1-oxoisoindolin-5-yl)urea CN1C(C2=CC=C(C=C2C1)NC(N)=O)=O